(3R,5S)-1-((benzyloxy)carbonyl)-5-(methoxycarbonyl)pyrrolidine C(C1=CC=CC=C1)OC(=O)N1CCC[C@H]1C(=O)OC